(5-fluoro-2-(pyrimidin-2-yl)phenyl)((1S,4R,6R)-6-((5-(trifluoromethyl)pyridin-2-yl)amino)-2-azabicyclo[2.2.2]octan-2-yl)methanone FC=1C=CC(=C(C1)C(=O)N1[C@@H]2[C@@H](C[C@H](C1)CC2)NC2=NC=C(C=C2)C(F)(F)F)C2=NC=CC=N2